O1C(=CC=2C1=CN=CC2)C(=O)N furo[2,3-c]pyridine-2-carboxamide